(R)-7-(1,3-dimethyl-5,6-dihydroimidazo[1,5-a]pyrazin-7(8H)-yl)-4-methyl-N-(1-(2-methyl-3-(trifluoromethyl)phenyl)ethyl)phthalazin-1-amine CC=1N=C(N2C1CN(CC2)C2=CC=C1C(=NN=C(C1=C2)N[C@H](C)C2=C(C(=CC=C2)C(F)(F)F)C)C)C